t-butyl 1-formyl-3-oxo-2-azabicyclo[3.1.0]hexane-2-carboxylate C(=O)C12N(C(CC2C1)=O)C(=O)OC(C)(C)C